Triaminopropyl-triethoxysilane methyl-(S)-2-((4-(6-((4-cyano-2-fluorobenzyl)oxy)pyridin-2-yl)piperidin-1-yl)methyl)-1-(oxetan-2-ylmethyl)-1H-benzo[d]imidazole-6-carboxylate COC(=O)C=1C=CC2=C(N(C(=N2)CN2CCC(CC2)C2=NC(=CC=C2)OCC2=C(C=C(C=C2)C#N)F)C[C@H]2OCC2)C1.NC(CC[Si](OCC)(OCC)OCC)(N)N